C(C)(C)(C)OC(=O)N1CCC(CC1)C1=CC=2N=NC(=CC2N1C1CC1)Cl 4-{3-chloro-5-cyclopropylpyrrolo[3,2-c]pyridazin-6-yl}piperidine-1-carboxylic acid tert-butyl ester